BrC/C=C/C(=O)N1CCN(CC1)C=1C=NC=CC1C1=CC(=C(CNC(=O)C2=NOC(=N2)C(C)(C)C)C=C1)C (E)-N-(4-(3-(4-(4-bromobut-2-enoyl)piperazin-1-yl)pyridin-4-yl)-2-methylbenzyl)-5-(tert-butyl)-1,2,4-oxadiazole-3-carboxamide